C(C)(=O)[O-].C(CC(O)(C(=O)[O-])CC(=O)[O-])(=O)[O-].[U+2](=O)=O.[Pb+2] lead uranyl citrate acetate